CN1C(=NN=C1)CC1(COC1)C=1C=C(C=CC1)N1C(C2=CC=CC(=C2C1)C(F)(F)F)=O 2-(3-{3-[(4-methyl-1,2,4-triazol-3-yl)methyl]oxetan-3-yl}phenyl)-4-(trifluoromethyl)-3H-isoindol-1-one